tert-butyl (S)-(3-(4-(3-carbamoyl-2-(4-phenoxyphenyl)-4,5,6,7-tetrahydropyrazolo[1,5-a]pyrimidin-7-yl)piperidin-1-yl)-3-oxopropyl)carbamate C(N)(=O)C=1C(=NN2C1NCC[C@H]2C2CCN(CC2)C(CCNC(OC(C)(C)C)=O)=O)C2=CC=C(C=C2)OC2=CC=CC=C2